4-(1H-indol-1-yl)-N-(piperidin-3-yl)-5-(trifluoromethyl)pyrimidin-2-amine N1(C=CC2=CC=CC=C12)C1=NC(=NC=C1C(F)(F)F)NC1CNCCC1